(1r,3s)-3-(4-(((R)-1-(3-(difluoromethyl)-2-fluorophenyl)ethyl)amino)-2-methyl-1,7-dioxo-1,7-dihydropyrido[3,4-d]pyridazin-6(2H)-yl)cyclobutane-1-carbonitrile FC(C=1C(=C(C=CC1)[C@@H](C)NC1=NN(C(C=2C1=CN(C(C2)=O)C2CC(C2)C#N)=O)C)F)F